5-(((3,5-dimethoxyphenyl)amino)methyl)-N-methyl-2-(methylthio)pyrimidin-4-amine COC=1C=C(C=C(C1)OC)NCC=1C(=NC(=NC1)SC)NC